trimethyl-1,5-pentanediol CC(C(O)(C)C)CCCO